BrC=1C=C(OC(C1OCCOCCO[Si](C)(C)C(C)(C)C)=O)C(=O)OC Methyl 4-bromo-5-(2-{2-[(tert-butyldimethylsilyl)oxy]ethoxy}ethoxy)-6-oxopyran-2-carboxylate